(E)-N-(7-(((1R,5S)-3-azabicyclo[3.1.0]hexan-1-yl)ethynyl)-4-((3-chloro-2-fluorophenyl)amino)quinazolin-6-yl)-4-morpholinobut-2-enamide [C@]12(CNC[C@H]2C1)C#CC1=C(C=C2C(=NC=NC2=C1)NC1=C(C(=CC=C1)Cl)F)NC(\C=C\CN1CCOCC1)=O